ClC1=CC=C(C=C1)C1=CC(=NN1C1=CC=CC=C1)OCC(=O)OCC ethyl {[5-(4-chlorophenyl)-1-phenyl-1H-pyrazol-3-yl]oxy}acetate